C(C)N1N=CC=2C1=NC=C(C2)C=2C(=NN1C2COC(C1)(C)C)C1=NC=C(C=C1)F 3-(1-ethyl-1H-pyrazolo[3,4-b]pyridin-5-yl)-2-(5-fluoropyridin-2-yl)-6,6-dimethyl-6,7-dihydro-4H-pyrazolo[5,1-c][1,4]oxazine